C12(CNCC(C1)C2)C2(CC2)O 1-(3-azabicyclo[3.1.1]heptan-1-yl)cyclopropanol